N-[2-(3-aminopropanoyl-amino)ethyl]-4-[[3-[4-(cyanomethoxy)-2,3-difluoro-phenyl]imidazo[1,2-a]pyrazin-8-yl]amino]-2-ethyl-benzamide formate C(=O)O.NCCC(=O)NCCNC(C1=C(C=C(C=C1)NC=1C=2N(C=CN1)C(=CN2)C2=C(C(=C(C=C2)OCC#N)F)F)CC)=O